2-((2S)-4-(6-chloro-2'-(((S)-1-methylpyrrolidin-2-yl)methoxy)-3,4,5',8'-tetrahydro-2H,6'H-spiro[naphthalene-1,7'-quinazolin]-4'-yl)-1-(2-fluoroacryloyl)piperazin-2-yl)acetonitrile ClC=1C=C2CCCC3(CCC=4C(=NC(=NC4C3)OC[C@H]3N(CCC3)C)N3C[C@@H](N(CC3)C(C(=C)F)=O)CC#N)C2=CC1